6-hydrazinyl-N-(1-methylindazol-7-yl)pyridine-3-sulfonamide N(N)C1=CC=C(C=N1)S(=O)(=O)NC=1C=CC=C2C=NN(C12)C